CC=1C=C(C=CC1C1(C(C(=CC2=CC=CC=C12)\N=N\[H])N)S(=O)(=O)O)C1=CC(=C(C=C1)C1(C(C(=CC2=CC=CC=C12)\N=N\[H])N)S(=O)(=O)O)C 1,1'-(3,3'-dimethyl[1,1'-biphenyl]-4,4'-diyl)bis{2-amino-3-[(E)-diazenyl]naphthalene-1-sulfonic acid}